ClC=1C=C(C#N)C=C(C1)OC1=C(N=CN(C1=O)CC=1C(=NC(=NC1)S(=O)(=O)C)OC)C(F)(F)F 3-chloro-5-((1-((4-methoxy-2-(methylsulfonyl)pyrimidin-5-yl)methyl)-6-oxo-4-(trifluoromethyl)-1,6-dihydropyrimidin-5-yl)oxy)benzonitrile